2,2,2-trifluoroethyl trifluoroacetate FC(C(=O)OCC(F)(F)F)(F)F